FC1(CCN(CC1)C1=CC(=CC=2N=C(OC21)C)NC(OC(C)(C)C)=O)F tert-butyl (7-(4,4-difluoropiperidin-1-yl)-2-methylbenzo[d]oxazole-5-yl)carbamate